acrylic acid 2-ethylhexylester C(C)C(COC(C=C)=O)CCCC